(4-methylpiperazin-1-yl)(2-(4-(3-(6-methylpyridin-2-yl)-1H-pyrazol-4-yl)pyridine-2-yl)-4,6-dihydropyrrolo[3,4-d]imidazol-5(1H)-yl)methanone CN1CCN(CC1)C(=O)N1CC=2NC(=NC2C1)C1=NC=CC(=C1)C=1C(=NNC1)C1=NC(=CC=C1)C